N-[3-chloro-4-[4-(morpholine-4-carbonyl)piperidine-1-carbonyl]phenyl]-5-[4-(cyanomethoxy)-2,3-difluoro-phenyl]-1-methyl-imidazole-2-carboxamide ClC=1C=C(C=CC1C(=O)N1CCC(CC1)C(=O)N1CCOCC1)NC(=O)C=1N(C(=CN1)C1=C(C(=C(C=C1)OCC#N)F)F)C